ClC1=NC=NC(=N1)\C=C\C1=CC=CC=C1 (E)-2-chloro-4-styryl-1,3,5-triazine